C1(CC1)C1=C(C(=C2C(=N1)CCC2)NC(=O)N=[S@@](=O)(N)C2=CN=C(S2)C(C)(C)O)C |o1:16| (S) or (R)-N'-((2-cyclopropyl-3-methyl-6,7-dihydro-5H-cyclopenta[b]pyridin-4-yl)carbamoyl)-2-(2-hydroxypropan-2-yl)thiazole-5-sulfonimidamide